Methyl (5-(4-fluorobenzamido)naphthalen-1-yl)methylcarbamate FC1=CC=C(C(=O)NC2=C3C=CC=C(C3=CC=C2)CNC(OC)=O)C=C1